OCC(=N)N Hydroxyacetamidine